IC=1C=NN(C1C)CC12CC3(CC(CC(C1)(C3)C)(C2)C)SCCN(C(=O)OC(C)(C)C)C(=O)OC(C)(C)C Di-tert-butyl [2-({3-[(4-iodo-5-methyl-1H-pyrazol-1-yl)methyl]-5,7-dimethyltricyclo[3.3.1.13,7]decan-1-yl}sulfanyl)ethyl]-2-imidodicarbonate